COC1=C(C=O)C=CC(C1)(C=O)OC 2,4-dimethoxyterephthalaldehyde